N-(((2S,5R)-6-hydroxy-7-oxo-1,6-diazabicyclo[3.2.1]oct-2-yl)(imino)methyl)thiazole-4-carboxamide ON1[C@@H]2CC[C@H](N(C1=O)C2)C(NC(=O)C=2N=CSC2)=N